C(CCC\C=C/CC)OC(CCC(=O)OCCCCCCN(CCCCCCCC(=O)OCCCCCCCC)CCO)OCCCC\C=C/CC octyl 8-((6-((4,4-bis(((Z)-oct-5-en-1-yl)oxy)butanoyl)oxy)hexyl)(2-hydroxyethyl)amino)octanoate